COC=1C=C(C=CC1OC)C(C=1C=NC=CC1)=C1CCNCC1 3-[(3,4-dimethoxyphenyl)-(4-piperidylidene)methyl]Pyridine